OC[C@@]1(COC[C@@H](O1)N1C(NC(C=C1)=O)=O)CO[Si](C(C)C)(C(C)C)C(C)C 1-[(2R,6R)-6-(hydroxymethyl)-6-(triisopropylsilyloxymethyl)-1,4-dioxan-2-yl]pyrimidine-2,4-dione